BrC=1C(=CN(C(C1)=O)C1(CC1)C)C(=O)OC methyl 4-bromo-1-(1-methylcyclopropyl)-6-oxo-1,6-dihydropyridine-3-carboxylate